4-(2-chloro-3-(5-formyl-6-methoxypyridin-2-yl)phenyl)-2-(4-formyl-3-methoxyphenyl)-nicotinonitrile ClC1=C(C=CC=C1C1=NC(=C(C=C1)C=O)OC)C1=CC=NC(=C1C#N)C1=CC(=C(C=C1)C=O)OC